Allyl 5-((dichlorophosphoryl)difluoromethyl)benzo[b]thiophene-2-carboxylate ClP(=O)(Cl)C(C1=CC2=C(SC(=C2)C(=O)OCC=C)C=C1)(F)F